tert-butyl (S)-4-(5-chloropyrimidin-2-yl)-2-methyl-3,6-dihydropyridine-1(2H)-carboxylate ClC=1C=NC(=NC1)C=1C[C@@H](N(CC1)C(=O)OC(C)(C)C)C